CC1=CC=C(C=C1)CCN1CCC(CC1)N(C(C)=O)C1=CC=CC=C1 N-[1-[2-(4-Methylphenyl)ethyl]-4-piperidinyl]-N-phenylacetamide